Cl.ClCC1=NC=CN=C1 2-(chloromethyl)pyrazine hydrochloride